4-(4,4,5,5-tetramethyl-1,3,2-Dioxaborol-2-yl)-5,6-dihydropyridine-1,3(2H)-dicarboxylate CC1(OB(OC1(C)C)C1=C(CN(CC1)C(=O)[O-])C(=O)[O-])C